FC(C1=CC=C(C=C1)C(CN1C=NC=C1)=O)(F)F 1-(4-trifluoromethylphenyl)-2-(1H-imidazol-1-yl)ethan-1-one